8-cyclopropylquinolin-5-amine C1(CC1)C1=CC=C(C=2C=CC=NC12)N